C=C(C)C1=C(C=CC=C1)[C@H]1N(CCC1)C1CC2(CNC2)C1 6-[(2S)-2-[2-(prop-1-en-2-yl)phenyl]pyrrolidin-1-yl]-2-azaspiro[3.3]heptan